N1=NC=C2N1CCNC2 4,5,6,7-tetrahydro-1,2,3-Triazolo[1,5-a]pyrazine